ClC1=CC=C(C=C1)C(CO)O p-chlorophenyl-ethylene glycol